C(C)C1=C(C=C(C(=C1)O)F)C1=CC=C2C(=NNC2=C1)C=1NC2=C(CN(CC2)CCN(C(OC(C)(C)C)=O)C)N1 tert-butyl (2-(2-(6-(2-ethyl-5-fluoro-4-hydroxyphenyl)-1H-indazol-3-yl)-1,4,6,7-tetrahydro-5H-imidazo[4,5-c]pyridin-5-yl)ethyl)(methyl)carbamate